C(C)OP(=O)(C)C1=NC(=CC=C1C=1C=NN(C1C)CC12CC3CC(CC(C1)C3)C2)N2CC3=C(C=CC=C3CC2)C(NC=2SC3=C(N2)C=CC=C3)=O ethyl(3-(1-(((3r,5r,7r)-adamantan-1-yl)methyl)-5-methyl-1H-pyrazol-4-yl)-6-(8-(benzo[d]thiazol-2-ylcarbamoyl)-3,4-dihydroisoquinolin-2(1H)-yl) pyridin-2-yl)(methyl)phosphinate